1-phenyl-3-{[3-(thiophen-2-yl)-1,2,4-oxadiazol-5-yl]meth-yl}imidazolidine-2,4-dione C1(=CC=CC=C1)N1C(N(C(C1)=O)CC1=NC(=NO1)C=1SC=CC1)=O